C1(CC1)CS(=O)C(=O)N(CC)CC 1-((cyclopropyl-methyl)sulfinyl)-N,N-diethyl-methanamide